N-{[4-(6-methylpyrazine-2-sulfonyl)phenyl]methyl}furo[2,3-c]pyridine-2-carboxamide CC1=CN=CC(=N1)S(=O)(=O)C1=CC=C(C=C1)CNC(=O)C1=CC=2C(=CN=CC2)O1